CN1N=CC=C1[C@@H]1[C@H](CC1)C=1NC(C2=C(N1)N(N=C2C#N)[C@@H](C)C=2C=NC(=CC2)C(F)(F)F)=O 6-((1S,2S)-2-(1-Methyl-1H-pyrazol-5-yl)cyclobutyl)-4-oxo-1-((S)-1-(6-(trifluoromethyl)pyridin-3-yl)ethyl)-4,5-dihydro-1H-pyrazolo[3,4-d]pyrimidin-3-carbonitril